C1(CC1)S(=O)(=O)N1N=CC(=C1)C1=NC=CC(=N1)C1(C=C(C(=CN1)C1=NC=C(C=C1)OC1CCN(CC1)C)NC(C)C)N 6'-(2-(1-(Cyclopropylsulfonyl)-1H-pyrazol-4-yl)pyrimidin-4-yl)-N4'-isopropyl-5-((1-methylpiperidin-4-yl)oxy)-[2,3'-bipyridine]-4',6'-diamine